C1(CCC1)C=1C=2C=CC=3N(C2N=C(C1)C(C(F)(F)F)(F)F)C=C(N3)C(=O)OCC ethyl 4-cyclobutyl-2-(perfluoroethyl)imidazo[1,2-a][1,8]naphthyridine-8-carboxylate